4-(3-aminophenyl)-2-(2,4-difluorophenyl)phthalazin NC=1C=C(C=CC1)C1=NN(CC2=CC=CC=C12)C1=C(C=C(C=C1)F)F